C(C1=CC=CC=C1)N1CC2CCC(C1)C2C2(OC(C1=C(O2)C=C(C=C1C(=O)OC)Cl)C)C methyl 2-(3-benzyl-3-azabicyclo[3.2.1]octan-8-yl)-7-chloro-2,4-dimethylbenzo[d][1,3]dioxan-5-carboxylate